FC1=C(CNC2=CC=CC=3N=NN(C(C32)=O)C3C(NC(CC3)=O)=O)C=CC(=C1)CN1CCOCC1 3-(5-((2-fluoro-4-(morpholinomethyl)benzyl)amino)-4-oxobenzo[d][1,2,3]triazin-3(4H)-yl)piperidine-2,6-dione